FC1=CC=C(C=C1)CNC(CCC(N1C(C2=CC=CC=C2CC1)C1=CC=CC=C1)=O)=O N-[(4-Fluorophenyl)methyl]-4-oxo-4-(1-phenyl-3,4-dihydro-1H-isoquinolin-2-yl)butyric acid amide